Bis(triethylammonium) mono(((2S,4R,5R)-5-(6-amino-9H-purin-9-yl)-4-hydroxytetrahydrofuran-2-yl)methyl hydrogenphosphate) NC1=C2N=CN(C2=NC=N1)[C@H]1[C@@H](C[C@H](O1)COP(=O)([O-])[O-])O.C(C)[NH+](CC)CC.C(C)[NH+](CC)CC